C12CN(CC2C1)C1=C(C#N)C=C(C(=C1)C)C=O 2-{3-azabicyclo[3.1.0]hex-3-yl}-5-formyl-4-methylbenzonitrile